Cl.C1(=CC=CC=C1)C=1N=C(SC1)C(=O)N 4-phenylthiazole-2-carboxamide hydrochloride